2-(N-(2-(octanoyloxy)ethyl)benzamido)-2-propylpentanoic acid C(CCCCCCC)(=O)OCCN(C(C1=CC=CC=C1)=O)C(C(=O)O)(CCC)CCC